CC(C(=O)OC)C[N+](=O)[O-] methyl 2-methyl-3-nitropropanoate